BrC1=CC=CC=2OC(OC21)(C)C2=NC=C(C=C2)Cl 2-(4-bromo-2-methyl-1,3-benzodioxol-2-yl)-5-chloro-pyridine